2-((3R)-4,4-difluoro-3-(6-oxo-1,6-dihydropyridin-3-yl)cyclohexyl)propionic acid FC1([C@H](CC(CC1)C(C(=O)O)C)C1=CNC(C=C1)=O)F